C(C)N(CC)CC(=O)N diethylaminoacetamide